N-(2,6-dioxopiperidin-3-yl)-5-(piperazin-1-yl)nicotinamide hydrochloride Cl.O=C1NC(CCC1NC(C1=CN=CC(=C1)N1CCNCC1)=O)=O